methyl 6-(benzyloxy)-4-chloroquinoline-2-carboxylate C(C1=CC=CC=C1)OC=1C=C2C(=CC(=NC2=CC1)C(=O)OC)Cl